C(C)(C)(C)OC(=O)N1[C@H](C[C@H](C1)OC)C(NC1=C(C=CC(=C1)C(CCC1CC1)(C1=NC=CC=C1)N[S@@](=O)C(C)(C)C)F)=O (2R,4R)-2-(5-((+)-3-cyclopropyl-1-((S)-1,1-dimethylethylsulfinamido)-1-(pyridin-2-yl)propyl)-2-fluorophenylcarbamoyl)-4-methoxypyrrolidine-1-carboxylic acid tert-butyl ester